isostearamidopropyl-ethyl-dimethyl-ammonium ethyl-sulfate C(C)OS(=O)(=O)[O-].C(CCCCCCCCCCCCCCC(C)C)(=O)NCCC[N+](C)(C)CC